2-(4,4-dimethyl-1,4-azasilinan-1-yl)-4-((2-hydroxyethyl)sulfonamido)-N-(5-methyl-1-(2-methyltetrahydro-2H-pyran-4-yl)-2-oxo-1,2-dihydropyridin-3-yl)benzamide C[Si]1(CCN(CC1)C1=C(C(=O)NC=2C(N(C=C(C2)C)C2CC(OCC2)C)=O)C=CC(=C1)NS(=O)(=O)CCO)C